FC1=CC=C(C=C1)NN 2-p-fluorophenylhydrazine